ClC=1C=C(C(=O)OC)C(=CN1)C=1OC2=C(N1)C=CC(=C2)Cl methyl 2-chloro-5-(6-chlorobenzo[d]oxazol-2-yl)isonicotinate